C1(CC1)C1=NC2=CC=CC(=C2C(=C1C#N)CCCC(F)(F)F)O 2-cyclopropyl-5-hydroxy-4-(4,4,4-trifluorobutyl)quinoline-3-carbonitrile